FC1=C(C=CC=C1CN1C(OC2=C(C=C(C(=C2)OC=2N=NC=CC2)F)C12COC2)=O)NC(OC(C)(C)C)=O tert-butyl N-(2-fluoro-3-{[6-fluoro-2-oxo-7-(pyridazin-3-yloxy)-2,3-dihydrospiro[1,3-benzoxazine-4,3'-oxetan]-3-yl]methyl}phenyl)carbamate